C([C@@H]1[C@H]([C@@H]([C@@H]([C@H](O1)OC[C@@H]2[C@H]([C@@H]([C@@H](C(O2)O)O)O)O)O)O)O)O[C@H]3[C@@H]([C@H]([C@@H](O3)[C@@H](CO)O[C@H]4[C@@H]([C@H]([C@@H](O4)[C@@H](CO)O)O)O)O)O The molecule is a tetrasaccharide consisting of two (1->5)-linked beta-D-galactofuranose units, which are in turn linked (1->6) to alpha-D-mannopyranosyl-(1->6)-D-mannopyranose. It has a role as a carbohydrate allergen.